C(CCC)NC(=O)C1=CC=C(C=C1)C1=NOC(=N1)[C@H]1CN(CC1)C(=O)OC(C)(C)C tert-butyl (R)-3-(3-(4-(butylcarbamoyl)phenyl)-1,2,4-oxadiazol-5-yl)pyrrolidine-1-carboxylate